C(#N)[C@H](C[C@H]1C(NCC1)=O)NC(=O)[C@@H]1[C@H]2[C@H]3CC[C@@H]([C@H]2CN1C([C@H](C(C#C)(C)C)NC(C(F)(F)F)=O)=O)C3 (1S,2S,3S,6R,7R)-N-[(1S)-1-cyano-2-[(3S)-2-oxopyrrolidin-3-yl]ethyl]-4-[(2S)-3,3-dimethyl-2-(2,2,2-trifluoroacetamido)pent-4-ynoyl]-4-azatricyclo[5.2.1.0^{2,6}]decane-3-carboxamide